S1C(=NC=C1)C=1C=C(C=CC1)C1=C(C=CC=C1)S(=O)(=O)N (3-(thiazol-2-yl)phenyl)benzenesulfonamide